(R)-4-((6'-(3-((2,5,7-trimethyl-[1,2,4]triazolo[1,5-a]pyrimidin-6-yl)oxy)pyrrolidin-1-yl)-[3,3'-bipyridin]-6-yl)methyl)morpholine CC1=NN2C(N=C(C(=C2C)O[C@H]2CN(CC2)C2=CC=C(C=N2)C=2C=NC(=CC2)CN2CCOCC2)C)=N1